4,4,4-Trifluoro-1-p-tolylbutan-1,3-dion FC(C(CC(=O)C1=CC=C(C=C1)C)=O)(F)F